BrC=1C=C(CNCC(=O)OC)C=C(C1)Cl methyl (3-bromo-5-chlorobenzyl)glycinate